L-3,6-bis(2-pyridyl)-1,2,4,5-tetrazine N1=C(C=CC=C1)C=1N=NC(=NN1)C1=NC=CC=C1